Perfluorophenyl 7-(((2-(butyrylthio)ethoxy)(((isopropoxycarbonyl)oxy)methoxy)phosphoryl)difluoromethyl)-2-naphthoate C(CCC)(=O)SCCOP(=O)(OCOC(=O)OC(C)C)C(C1=CC=C2C=CC(=CC2=C1)C(=O)OC1=C(C(=C(C(=C1F)F)F)F)F)(F)F